C(C)(C)(C)OC(=O)N1[C@@H](C[C@@H](C1)F)COC1=CC=C(C=C1)C1=C(NC(C(=C1)C(N)=O)=O)C(F)(F)F (2S,4S)-2-((4-(5-carbamoyl-6-oxo-2-(trifluoromethyl)-1,6-dihydropyridin-3-yl)phenoxy)methyl)-4-fluoropyrrolidine-1-carboxylic acid tert-butyl ester